ethyl 2-(2-((7-(5-methyl-1,2,4-oxadiazol-3-yl)isoquinolin-1-yl)amino)ethyl)-3H-imidazo[4,5-b]pyridine-6-carboxylate CC1=NC(=NO1)C1=CC=C2C=CN=C(C2=C1)NCCC1=NC=2C(=NC=C(C2)C(=O)OCC)N1